C(C1=CC=CC=C1)N1CC(CCC1)N1CC2(CCC2)CC1 6-(1-benzylpiperidin-3-yl)-6-azaspiro[3.4]octane